FC=1C=C(CN2CCC(CC2)C=2C=C3CN(C(C3=CC2)=O)C2C(NC(CC2)=O)=O)C=CC1 3-(5-(1-(3-fluorobenzyl)piperidin-4-yl)-1-oxoisoindolin-2-yl)piperidine-2,6-dione